C1(CC1)[C@]1(C(N(C[C@H]1C)C1=NC(=CC=2N1C=CN2)C=2C=NN(C2)C)=O)C#N (3R,4S)-3-cyclopropyl-4-methyl-1-[7-(1-methylpyrazol-4-yl)imidazo[1,2-c]pyrimidin-5-yl]-2-oxopyrrolidine-3-carbonitrile